fluoro-4-(4-carbazolyl)styrene FC=CC1=CC=C(C=C1)C1=CC=CC=2NC3=CC=CC=C3C12